C(C)(C)(C)OC(=O)N1C2CCC(C1)(CC2)N 4-amino-2-azabicyclo[2.2.2]octane-2-carboxylic acid tert-butyl ester